allyl-8-chloronaphthalene-1-amine C(C=C)C1=C(C2=C(C=CC=C2C=C1)Cl)N